N-(2-(1'-(cis-4-isopropyl-cyclohexyl)-3-oxo-1H-spiro[isoquinoline-4,4'-piperidin]-2(3H)-yl)ethyl)methane-sulfonamide C(C)(C)[C@H]1CC[C@H](CC1)N1CCC2(CC1)C(N(CC1=CC=CC=C12)CCNS(=O)(=O)C)=O